COC1=CC=C(C=C1)CCN 2-(4-methoxyphenyl)ethan-1-amine